N1(CC1)P1(=NP(=NP(=N1)(N1CC1)N1CC1)(N(C)C)N(C)C)N1CC1 4,4,6,6-tetra(aziridin-1-yl)-N,N,N',N'-tetramethyl-1,3,5,2λ5,4λ5,6λ5-triazatriphosphinine-2,2-diamine